3-fluoro-4-nitro-benzonitrile FC=1C=C(C#N)C=CC1[N+](=O)[O-]